[K].C1OC2=C[Se]C=C2OC1 (3,4-ethylenedioxyselenophene) Potassium